7-fluoro-3-oxo-1,2-dihydro-isoindole-5-carbaldehyde FC=1C=C(C=C2C(NCC12)=O)C=O